6-[6-fluoro-4-[3-hydroxy-3-(trifluoromethyl)pyrrolidin-1-yl]-8-(methylamino)-9H-pyrido[2,3-b]indol-3-yl]-1-methyl-4-oxo-1,8-naphthyridine-3-carboxylic acid FC=1C=C2C3=C(NC2=C(C1)NC)N=CC(=C3N3CC(CC3)(C(F)(F)F)O)C=3C=C1C(C(=CN(C1=NC3)C)C(=O)O)=O